methyl 4-(bis(2,4-dimethoxybenzyl)amino)-1-(2,6-dichloro-4-(methoxymethyl)phenyl)-6-oxo-1,6-dihydropyrimidine-5-carboxylate COC1=C(CN(C=2N=CN(C(C2C(=O)OC)=O)C2=C(C=C(C=C2Cl)COC)Cl)CC2=C(C=C(C=C2)OC)OC)C=CC(=C1)OC